C(C)(=O)N1CC(=CC1)C1=CC(=C2C(=NC=NN21)N)N2CC(CCC2)NC(=O)C=2SC(=CC2OCCNC([O-])=O)Cl (2-((2-((1-(7-(1-acetyl-2,5-dihydro-1H-pyrrol-3-yl)-4-aminopyrrolo[2,1-f][1,2,4]triazin-5-yl)piperidin-3-yl)carbamoyl)-5-chlorothiophen-3-yl)oxy)ethyl)carbamate